4-bromo-1-(3-ethylphenyl)pyrazole BrC=1C=NN(C1)C1=CC(=CC=C1)CC